C1(CCC1)C[C@@H](CC(=O)O)C1=CC=CC=C1 (3S)-4-cyclobutyl-3-phenylbutyric acid